4-(benzo[d]thiazol-6-ylthio)-1H-1,2,3-triazole S1C=NC2=C1C=C(C=C2)SC=2N=NNC2